(S)-1'-(6-((3-chloropyridin-4-yl)thio)-1H-imidazo[4,5-b]pyrazin-2-yl)-6-fluoro-5-methoxy-1,3-dihydrospiro[indene-2,4'-piperidin]-1-amine ClC=1C=NC=CC1SC1=CN=C2C(=N1)NC(=N2)N2CCC1(CC2)[C@@H](C2=CC(=C(C=C2C1)OC)F)N